(R)-7-methyl-7-((((S)-1-oxo-1-(4-(5-(trifluoromethyl)pyrimidin-2-yl)piperazin-1-yl)propan-2-yl)amino)methyl)-4-(trifluoromethyl)-2,5,6,7-tetrahydro-3H-cyclopenta[c]pyridazin-3-one C[C@@]1(CCC=2C1=NNC(C2C(F)(F)F)=O)CN[C@H](C(N2CCN(CC2)C2=NC=C(C=N2)C(F)(F)F)=O)C